2-(5-methylenethiazol-2(5H)-ylidene)malononitrile C=C1C=NC(S1)=C(C#N)C#N